The molecule is a primary amino compound that is octylamine in which one of the methyl hydrogens at position 8 has been replaced by a methylthio group. It has a role as a plant metabolite. It is a primary amino compound and an aliphatic sulfide. CSCCCCCCCCN